2-[2-Fluoro-4-[(E)-3-(4-methylsulfanylphenyl)-3-oxoprop-1-enyl]phenoxy]-2-methylpropanoic acid FC1=C(OC(C(=O)O)(C)C)C=CC(=C1)\C=C\C(=O)C1=CC=C(C=C1)SC